(8-(5-((3,4-dichlorophenyl)difluoromethyl)-1,3,4-oxadiazol-2-yl)-2-((tetrahydrofuran-2-yl)methyl)-2,6-diazaspiro[3.4]octan-6-yl)(1H-pyrazol-5-yl)methanone ClC=1C=C(C=CC1Cl)C(C1=NN=C(O1)C1CN(CC12CN(C2)CC2OCCC2)C(=O)C2=CC=NN2)(F)F